CN1CCN(CC1)C(=O)OC1=CC(=C(C=C1)C(\C=C\C1=CC=C(C=C1)N(C)C)=O)O [4-[(E)-3-[4-(Dimethylamino)phenyl]prop-2-enoyl]-3-hydroxyphenyl] 4-methylpiperazine-1-carboxylate